FC(C(=O)O)(F)F.FC(C(=O)[O-])(F)F.C(N)(=N)C1=CC=C(CNC([C@H](C)NC(=O)[C@@H]2[N+](CC[C@@H](C2)C2=CC=CC=C2)(C)C)=O)C=C1 (2R,4S)-2-(((S)-1-((4-carbamimidoylbenzyl)amino)-1-oxopropan-2-yl)carbamoyl)-1,1-dimethyl-4-phenylpiperidin-1-ium 2,2,2-trifluoroacetate trifluoroacetic Acid salt